FC1=CC(=CC=2N(C(=NC21)C)C(C)C)B2OC(C(O2)(C)C)(C)C 4-fluoro-1-isopropyl-2-methyl-6-(4,4,5,5-tetraMethyl-1,3,2-dioxaborol-2-yl)-1H-benzo[d]imidazole